[Cl-].C(C(=C)C)(=O)OCC[N+](C)(C)CCCCCCCCCCCC (2-methacryloyloxyethyl)dodecyldimethylammonium chloride